3-(1H-[1,2,3]Triazolo[4,5-b]pyrazin-5-yl)-N-(4-(cyclopropoxymethyl)phenyl)benzamide N1N=NC=2C1=NC=C(N2)C=2C=C(C(=O)NC1=CC=C(C=C1)COC1CC1)C=CC2